NCCNC(OCC)=O ethyl (2-aminoethyl)carbamate